The molecule is a trihydroxyicosatrienoic acid that is (5Z,8Z,13E)-icosatrienoic acid in which the three hydroxy groups are located at positions 11, 12 and 15. It has a role as a mouse metabolite. It is a trihydroxyicosatrienoic acid and a secondary allylic alcohol. It is a conjugate acid of an 11,12,15-trihydroxy-(5Z,8Z,13E)-icosatrienoate. CCCCCC(/C=C/C(C(C/C=C\\C/C=C\\CCCC(=O)O)O)O)O